2-(pyridin-3-yl)oxazole-5-carboxylic acid ethyl ester C(C)OC(=O)C1=CN=C(O1)C=1C=NC=CC1